6-((4-(3-((3-amino-5-(4-amino-4-methylpiperidin-1-yl)pyrazin-2-yl)thio)-2-chlorophenyl)piperazin-1-yl)methyl)-2-(2,6-dioxopiperidin-3-yl)-4-fluoroisoindoline-1,3-dione NC=1C(=NC=C(N1)N1CCC(CC1)(C)N)SC=1C(=C(C=CC1)N1CCN(CC1)CC1=CC(=C2C(N(C(C2=C1)=O)C1C(NC(CC1)=O)=O)=O)F)Cl